(3R)-3-amino-5-[(4-chlorophenyl)methyl]-8-fluoro-7-[5-[[1-(2-hydroxyethyl)cyclohexyl]amino]-1,3,4-oxadiazol-2-yl]-1,1-dioxo-2,3-dihydro-1lambda6,5-benzothiazepin-4-one N[C@H]1CS(C2=C(N(C1=O)CC1=CC=C(C=C1)Cl)C=C(C(=C2)F)C=2OC(=NN2)NC2(CCCCC2)CCO)(=O)=O